COC1(CN(C1)C(=O)N)C 3-methoxy-3-methylazetidine-1-carboxamide